racemic-N,N-diethyl-2-(phenylamino)propionamide C(C)N(C([C@@H](C)NC1=CC=CC=C1)=O)CC |r|